ClC=1C=C(C=CC1)C(CN1C2=NC(=NC(=C2N=C1)N/N=C/C1=CC(=CC=C1)C)N1CCOCC1)=O (E)-1-(3-chlorophenyl)-2-(6-(2-(3-methylbenzylidene)hydrazinyl)-2-morpholino-9H-purin-9-yl)ethan-1-one